C(=O)(O)[C@H](O)[C@@H](O)C(=O)O.BrC1=CC=C(C=C1)[C@H]1CNCCC1 (S)-3-(4-bromo-phenyl)-piperidine L-tartrate